3-(2-Piperidinyl)-1,5-naphthyridine N1C(CCCC1)C=1C=NC2=CC=CN=C2C1